CC1=CC=CC=C1S(=O)(=O)Cl o-toluenesulfonyl chloride